6-fluoro-N-(methyl-d3)-5-(4-((7-methyl-6-oxo-5H-1,5-naphthyridin-3-yl)methyl)piperazine-1-yl)pyridine-2-carboxamide FC1=C(C=CC(=N1)C(=O)NC([2H])([2H])[2H])N1CCN(CC1)CC=1C=NC=2C=C(C(NC2C1)=O)C